3-(cyclopropylmethoxy)-4-(methylsulfonylamino)benzoic acid C1(CC1)COC=1C=C(C(=O)O)C=CC1NS(=O)(=O)C